trifluoromethanesulfonyl chloride FC(S(=O)(=O)Cl)(F)F